6-Bromo-N-phenylhexanamide BrCCCCCC(=O)NC1=CC=CC=C1